C12C(CC(C=C1)C2)C(=O)OC(C)(C)C TERT-BUTYL BICYCLO[2.2.1]HEPT-5-ENE-2-CARBOXYLATE